3-((2,3-difluoro-4-(hexadecyloxy)phenyl)sulfonyl)-4-(4-(4-ethylpiperazin-1-yl)-[1,4'-bipiperidin]-1'-yl)-6-(methylsulfinyl)quinoline FC1=C(C=CC(=C1F)OCCCCCCCCCCCCCCCC)S(=O)(=O)C=1C=NC2=CC=C(C=C2C1N1CCC(CC1)N1CCC(CC1)N1CCN(CC1)CC)S(=O)C